CC=1OC2=C(N1)C=CC(=C2)S(=O)(=O)N2C[C@H](OCC2)C2=C(SC1=C2C=CC=C1)C(=O)N |o1:15| 3-[(R) or (S)-4-[(2-Methyl-1,3-benzoxazol-6-yl)sulfonyl]morpholin-2-yl]benzothiophene-2-carboxamide